C(=O)(O)CC1=CC(=C(C(=O)NC2=CC=CC(=N2)C(=O)O)C=C1O)O 6-(4-(carboxymethyl)-2,5-dihydroxybenzoylamino)picolinic acid